3-hydroxy-3-(2-(2-hydroxyphenyl)-2-oxoethyl)-1-phenethylindol-2-one OC1(C(N(C2=CC=CC=C12)CCC1=CC=CC=C1)=O)CC(=O)C1=C(C=CC=C1)O